3-(benzylamino)butanoic acid ethyl ester C(C)OC(CC(C)NCC1=CC=CC=C1)=O